N(C1=CC=CC=C1)C1CCCC=2C=CC=C(C12)C1=NC2=C(C=CC=C2C=C1)NC1=C(C=CC=C1C(C)C)C(C)C 2-(8-anilino-5,6,7,8-tetrahydronaphthalen-1-yl)-N-(2,6-diisopropylphenyl)quinolin-8-amine